tert-butyl (E)-4-(2-(phenylsulfonyl)vinyl)piperidine-1-carboxylate C1(=CC=CC=C1)S(=O)(=O)/C=C/C1CCN(CC1)C(=O)OC(C)(C)C